1,1-bis(p-hydroxyphenyl)-3,3,5-trimethylcyclohexane OC1=CC=C(C=C1)C1(CC(CC(C1)C)(C)C)C1=CC=C(C=C1)O